4-(2,5-difluorophenyl)-2-(rac-(anti)-3-(trifluoromethyl)tetrahydrofuran-2-yl)pyridin-3-amine FC1=C(C=C(C=C1)F)C1=C(C(=NC=C1)C1OCCC1C(F)(F)F)N